ClC1(C(C=C(C=C1)C1=CC=C(NO)C=C1)C)N (Z)-4-chloro-N'-hydroxy-3-methylbenzidine